monohydrochloride, trihydrate O.O.O.Cl